(1R,3S)-3-(5-((2-(3-(1-aminocyclopropyl)propoxy)pyridin-4-yl)amino)-1-(tert-butyl)-1H-pyrazol-3-yl)cyclopentyl (4-nitrophenyl) carbonate C(O[C@H]1C[C@H](CC1)C1=NN(C(=C1)NC1=CC(=NC=C1)OCCCC1(CC1)N)C(C)(C)C)(OC1=CC=C(C=C1)[N+](=O)[O-])=O